BrC=1C=C(COC[C@]23C[C@H](N([C@@H]3C2)C(=O)OC(C)(C)C)C(=O)OCC2=CC=CC=C2)C=CC1 (1R,3S,5S)-3-Benzyl 2-tert-Butyl 5-(((3-Bromobenzyl)oxy)methyl)-2-azabicyclo[3.1.0]hexane-2,3-dicarboxylate